5-(4-((diethylamino)methyl)-3-fluorophenyl)-N-(3-(4-ethylpiperazin-1-yl)propyl)thieno[3,2-b]pyridin-7-amine C(C)N(CC)CC1=C(C=C(C=C1)C1=CC(=C2C(=N1)C=CS2)NCCCN2CCN(CC2)CC)F